(R)-9-cyclopropyl-4-fluoro-1-((R)-pyrrolidin-2-yl)-8,9-dihydro-2,7,9a-triazabenzo[cd]azulen-6(7H)-one C1(CC1)[C@@H]1CNC(C=2C3=C(N=C(N13)[C@@H]1NCCC1)C=C(C2)F)=O